tert-butyl 4-(4-(4-methylbenzo[d]oxazol-2-ylamino)phenylamino)-4-oxobutylcarbamate (tert-butyl 4-(4-(4-methylbenzo[d]oxazol-2-ylamino)phenylamino)-4-oxobutylcarbamate) C(C)(C)(C)N(C(O)=O)CCCC(=O)NC1=CC=C(C=C1)NC=1OC2=C(N1)C(=CC=C2)C.CC2=CC=CC1=C2N=C(O1)NC1=CC=C(C=C1)NC(CCCNC(OC(C)(C)C)=O)=O